3-Methyl-5-(N-(2-bromobenzyl)-N-phenethylsulfamoyl)benzofuran-2-carboxylic acid ethyl ester C(C)OC(=O)C=1OC2=C(C1C)C=C(C=C2)S(N(CCC2=CC=CC=C2)CC2=C(C=CC=C2)Br)(=O)=O